methyl (S)-2-(hydroxymethyl)-1-(oxetan-2-ylmethyl)-7,8-dihydro-1H-[1,4]dioxino[2',3':3,4]benzo[1,2-d]imidazole-5-carboxylate OCC=1N(C2=C(N1)C=C(C1=C2OCCO1)C(=O)OC)C[C@H]1OCC1